4-(3-(8-oxa-3-azabicyclo[3.2.1]octan-3-yl)pyridin-4-yl)-7-((5-(4-methylpiperazin-1-yl)pyridin-2-yl)amino)isoindolin-1-one C12CN(CC(CC1)O2)C=2C=NC=CC2C2=C1CNC(C1=C(C=C2)NC2=NC=C(C=C2)N2CCN(CC2)C)=O